Ethyl (6-(5-((4-oxo-3,4-dihydrophthalazin-1-yl)methyl)furan-2-yl)-1H-benzoimidazol-2-yl)carbamate O=C1NN=C(C2=CC=CC=C12)CC1=CC=C(O1)C=1C=CC2=C(NC(=N2)NC(OCC)=O)C1